N-(2-(3-(4-amino-3-chlorobenzamido)-2-oxopyridin-1(2H)-yl)propanamido)-N-(2-(2,6-difluorophenoxy)acetyl)glycine NC1=C(C=C(C(=O)NC=2C(N(C=CC2)C(C(=O)NN(CC(=O)O)C(COC2=C(C=CC=C2F)F)=O)C)=O)C=C1)Cl